1-(2-chloro-6-fluorophenyl)-4-((4-((1-methylpiperidin-4-yl)carbamoyl)phenyl)amino)-1H-pyrazole-3-carboxamide ClC1=C(C(=CC=C1)F)N1N=C(C(=C1)NC1=CC=C(C=C1)C(NC1CCN(CC1)C)=O)C(=O)N